tert-butyl 3-(2-(3-cyano-4-methoxyphenoxy)ethyl)piperidine-1-carboxylate C(#N)C=1C=C(OCCC2CN(CCC2)C(=O)OC(C)(C)C)C=CC1OC